FC=1C=C2C=NN(C2=CC1)CC=1C=NC(=NC1)C1=CC(=CC(=C1)OC)F 5-fluoro-1-((2-(3-fluoro-5-methoxyphenyl)pyrimidin-5-yl)methyl)-1H-indazole